C(C)N(S(=O)(=O)C1=CC=C(C=C1)S(=O)(=O)[C@H]1C[C@H](CCC1)C(=O)OCC)CC (cis)-Ethyl 3-((4-(N,N-diethylsulfamoyl)phenyl)sulfonyl)cyclohexane-1-carboxylate